yttrium-gallium [Ga].[Y]